CC(C)C[C@@H](C(=O)N[C@@H](CCCCN)C(=O)O)N The molecule is a dipeptide composed of L-leucine and L-lysine joined by a peptide linkage. It has a role as a metabolite. It derives from a L-leucine and a L-lysine.